C[Al](I)I methylaluminum Diiodide